(S)-4-(3-aminopiperidin-1-yl)-N-(2-(2-fluoro-6-methoxyphenyl)pyrimidin-4-yl)-6'-(tetrahydro-2H-pyran-4-yl)-[3,3'-bipyridin]-6-amine hydrochloride Cl.N[C@@H]1CN(CCC1)C1=C(C=NC(=C1)NC1=NC(=NC=C1)C1=C(C=CC=C1OC)F)C=1C=NC(=CC1)C1CCOCC1